FC=1C=CC=C2CC(N(C12)C)=O 7-fluoro-1-methylindolin-2-one